tungsten-thallium [Tl].[W]